(E)-dimethyl 2-((3,5-bis(trifluoromethyl) benzylidene) amino)-2-vinylglutarate FC(C=1C=C(\C=N\C(C(=O)OC)(CCC(=O)OC)C=C)C=C(C1)C(F)(F)F)(F)F